COCC1=NC2=C(N1C)C=C(C(=C2C(=O)OC)C2=CC=CN1C(=CC(=C21)CNC)C(C2=CC(=C(C(=C2)F)F)F)=O)C(F)(F)F methyl 2-(methoxymethyl)-1-methyl-5-(1-((methylamino)methyl)-3-(3,4,5-trifluorobenzoyl)indolizin-8-yl)-6-(trifluoromethyl)-1H-benzo[d]imidazole-4-carboxylate